{4-[(S)-2-((S)-2-amino-3-methyl-butyrylamino)-5-ureido-pentanoylamino]-phenyl}-hydroxy-acetic acid tert-butyl ester C(C)(C)(C)OC(C(O)C1=CC=C(C=C1)NC([C@H](CCCNC(=O)N)NC([C@H](C(C)C)N)=O)=O)=O